2-(4-(6-((5-chloropyridin-2-yl)oxy)pyridin-2-yl)-2,5-difluorobenzyl)-1-((oxetan-2-yl)methyl)-3-oxo-2,3-dihydro-1H-indazole-6-carboxylic acid ClC=1C=CC(=NC1)OC1=CC=CC(=N1)C1=CC(=C(CN2N(C3=CC(=CC=C3C2=O)C(=O)O)CC2OCC2)C=C1F)F